NC(C#N)C1(CC1)C(F)(F)F 2-amino-2-[1-(trifluoromethyl)cyclopropyl]acetonitrile